N[C@H](CO)C1=CC=C(C=C1)[C@H](C(=O)OCC)C(C)C |&1:10| (±)-Ethyl 2-[4-[(1S)-1-amino-2-hydroxy-ethyl]phenyl]-3-methyl-butanoate